C(C)OC(=O)C=1N=C2N(N1)[C@@H](CC2)C2=C(C=CC=C2)F (S)-5-(2-fluorophenyl)-6,7-dihydro-5H-pyrrolo[1,2-b][1,2,4]triazole-2-carboxylic acid ethyl ester